O=S1(CCC(CC1)NC(=O)N1C[C@@H]2CN(C[C@@H]2C1)C1=CC=C(C=C1)OCC)=O cis-N-(1,1-dioxidotetrahydro-2H-thiopyran-4-yl)-5-(4-ethoxyphenyl)hexa-hydropyrrolo[3,4-c]pyrrole-2(1H)-carboxamide